COC(=O)C1=CN(C(C=C1C#N)=O)C1(CC1)C 4-Cyano-1-(1-methylcyclopropyl)-6-oxo-1,6-dihydropyridine-3-carboxylic acid methyl ester